(1S,3S,4S)-N-[(1S)-1-cyano-2-[(3R)-2-oxopyrrolidin-3-yl]ethyl]-2-[(2S)-3-cyclobutyl-2-[(2,2,2-trifluoroacetyl)amino]propanoyl]-5,5-difluoro-2-azabicyclo[2.2.2]octane-3-carboxamide C(#N)[C@H](C[C@@H]1C(NCC1)=O)NC(=O)[C@H]1N([C@@H]2CC([C@H]1CC2)(F)F)C([C@H](CC2CCC2)NC(C(F)(F)F)=O)=O